[4-chloro-2-(4-fluoroanilino)-1,3-thiazol-5-yl][3-(pyridin-2-yl)-1,2,4-oxadiazol-5-yl]methanone ClC=1N=C(SC1C(=O)C1=NC(=NO1)C1=NC=CC=C1)NC1=CC=C(C=C1)F